C12COCC(N1C=1SC3=C(N1)C=CC(=C3C(=O)NC3=C(C=CC(=C3)F)C(NC31CC(C3)(C1)C(F)(F)F)=O)OC)C2 2-(3-Oxa-6-azabicyclo[3.1.1]heptan-6-yl)-N-(5-fluoro-2-((3-(trifluoromethyl)bicyclo[1.1.1]pentan-1-yl)carbamoyl)phenyl)-6-methoxybenzo[d]thiazole-7-carboxamide